2-methyl-6-(1-methylcyclopropanecarbonyl)spiro[3,4-dihydropyrrolo[1,2-a]pyrazine-1,4'-piperidine] CN1CCN2C(=CC=C2C(=O)C2(CC2)C)C12CCNCC2